2',6'-dimethoxybiBenzene COC1=C(C(=CC=C1)OC)C1=CC=CC=C1